5-((S)-2,2-dimethyltetrahydro-2H-pyran-4-yl)-1-((1S,2S)-2-methyl-1-(2-hydroxy-3H-1,2,3,5-oxathiadiazol-4-yl)cyclopropyl)-1H-indole-2-carboxylic acid CC1(OCC[C@@H](C1)C=1C=C2C=C(N(C2=CC1)[C@@]1([C@H](C1)C)C=1NS(ON1)O)C(=O)O)C